2,4-dimethoxyphenol COC1=C(C=CC(=C1)OC)O